[Na].[Na].OC1=CC=C(C=C1)C(C)(C)C1=CC=C(C=C1)O bisphenol A disodium